(1S,3aR,6aS)-2-((R)-2-hydroxy-2-phenylacetyl)-N-((S)-3-oxo-1-((S)-2-oxopyrrolidin-3-yl)-4-(trifluoromethoxy)butan-2-yl)octahydrocyclopenta[c]pyrrole-1-carboxamide O[C@@H](C(=O)N1[C@@H]([C@@H]2[C@H](C1)CCC2)C(=O)N[C@@H](C[C@H]2C(NCC2)=O)C(COC(F)(F)F)=O)C2=CC=CC=C2